6-isopropyl-3-oxo-2-(4-(trifluoromethyl)phenyl)-2,3-dihydropyridazine-4-carboxylic acid methyl ester COC(=O)C=1C(N(N=C(C1)C(C)C)C1=CC=C(C=C1)C(F)(F)F)=O